2-(2-((7-(Methylthio)-1,2,3,4-tetrahydroisoquinolin-6-yl)amino)-5-(trifluoromethyl)pyrimidin-4-yl)-6,7-dihydrothieno[3,2-c]pyridin-4(5H)-one CSC1=C(C=C2CCNCC2=C1)NC1=NC=C(C(=N1)C1=CC=2C(NCCC2S1)=O)C(F)(F)F